CC1=C(N=C2N1C=CC=C2)C=O 3-methylimidazo[1,2-a]pyridine-2-carbaldehyde